2'-Fluoro-acetyl-cytidine F[C@@]1([C@@](O[C@@H]([C@H]1O)CO)(N1C(=O)N=C(N)C=C1)C(C)=O)O